C(C)(=O)N1CC2=C(CC1)N(N=C2N2CCCC1=CC(=C(C=C21)C(F)F)C=2C=NN(C2)C)C2CCN(CC2)CC(=O)O 2-(4-(5-acetyl-3-(7-(difluoromethyl)-6-(1-methyl-1H-pyrazol-4-yl)-3,4-dihydroquinolin-1(2H)-yl)-4,5,6,7-tetrahydro-1H-pyrazolo[4,3-c]pyridin-1-yl)piperidin-1-yl)acetic acid